diethylene glycol di(2-ethylhexanoate) C(C)C(C(=O)OCCOCCOC(C(CCCC)CC)=O)CCCC